BrC1=CC2=NC=CC(=C2S1)Cl 2-bromo-7-chloro-thieno[3,2-b]pyridine